5-tert-butyl-4-hydroxy-2-methylphenol C(C)(C)(C)C=1C(=CC(=C(C1)O)C)O